C(C)(=O)NCC(=O)[SiH](OC(O)(O)O)CCCN (N-acetylglycyl)-3-aminopropyl-trihydroxymethoxysilane